ethyl 2-(5-bromofuro[3,2-b]pyridin-3-yl)acetate BrC1=CC=C2C(=N1)C(=CO2)CC(=O)OCC